CC1(COC1)NC(=O)C=1N=CN2C1CN(CC2)C(=O)NC2=CC(=C(C(=C2)F)F)F N1-(3-Methyloxetan-3-yl)-N7-(3,4,5-trifluorophenyl)-5,6-dihydroimidazo[1,5-a]pyrazine-1,7(8H)-dicarboxamide